FC1=C(C=C(C=C1F)N1N=CC2=CC(=CC=C12)N1CC(C1)S(=O)(=O)C)O 2,3-Difluoro-5-(5-(3-(methylsulfonyl)azetidin-1-yl)-1H-indazol-1-yl)phenol